methyl 3-fluoropyrrolidine-3-carboxylate hydrochloride Cl.FC1(CNCC1)C(=O)OC